8-aminonaphthalene-1,3,6-trisulfonic acid trisodium salt [Na+].[Na+].[Na+].NC=1C=C(C=C2C=C(C=C(C12)S(=O)(=O)[O-])S(=O)(=O)[O-])S(=O)(=O)[O-]